2-[4-(4-chlorophenoxy)-2-(trifluoromethyl)phenyl]-1-(1H-1,2,4-triazol-1-yl)butan-ol ClC1=CC=C(OC2=CC(=C(C=C2)C(C(O)N2N=CN=C2)CC)C(F)(F)F)C=C1